NC1=C2C(=NC=N1)N(N=C2C2=C(C=C(C=C2)F)OC)C(C)C=2OC1=CC=CC=C1C(C2C2=CC(=CC=C2)F)=O 2-(1-(4-amino-3-(4-fluoro-2-methoxyphenyl)-1H-pyrazolo[3,4-d]pyrimidin-1-yl)ethyl)-3-(3-fluorophenyl)-4H-chromen-4-one